3-hydroxyhexanoylcarnitine OC(CC(=O)C(O)(C[N+](C)(C)C)CC([O-])=O)CCC